1-methyl-5-[(3S)-3-phenyl-1,2-oxazolidine-2-carbonyl]-1H-pyrrole-2-carbonitrile CN1C(=CC=C1C(=O)N1OCC[C@H]1C1=CC=CC=C1)C#N